5-(5-chloro-2,4-dihydroxyphenyl)-N-ethyl-4-(4-methoxyphenyl)-1H-pyrazole-3-carboxamide ClC=1C(=CC(=C(C1)C1=C(C(=NN1)C(=O)NCC)C1=CC=C(C=C1)OC)O)O